C(C)S(=O)(=O)CC1=CC(=C(OC2=CC=C(C=C2)CCC2CCN(CC2)C(=O)OC(C)(C)C)C=C1)C=1C2=C(C(N(C1)C)=O)NC=C2 tert-butyl 4-[2-[4-[4-(ethylsulfonylmethyl)-2-(6-methyl-7-oxo-1H-pyrrolo[2,3-c]pyridin-4-yl)phenoxy]phenyl]ethyl]piperidine-1-carboxylate